ClC=1C=C(C=C(C1OC=1C=C2CCN(C(C2=CC1)=O)COCC)Cl)N1N=C(C(NC1=O)=O)C#N 2-(3,5-Dichloro-4-((2-(ethoxymethyl)-1-oxo-1,2,3,4-tetrahydroisoquinolin-6-yl)Oxy)phenyl)-3,5-dioxo-2,3,4,5-tetrahydro-1,2,4-triazine-6-carbonitrile